trans-N,N-diethyldecahydroquinolinium C(C)[N+]1(CCC[C@@H]2CCCC[C@@H]12)CC